C(C)(=O)OCC1=NC=C(C(=C1)C1=C(C=CC(=C1)C#N)OC)C(NC=1SC2=NC(=CC=C2N1)C1=CC=C(C=C1)C#N)=O (4-(5-cyano-2-methoxyphenyl)-5-((5-(4-cyanophenyl)thiazolo[5,4-b]pyridin-2-yl)carbamoyl)pyridin-2-yl)methyl acetate